ClC1=CC=2C3=C(N(C(N(C2N=C1)CC)=O)C1=C(C=C(C=C1F)[N+](=O)[O-])F)C=C(C=C3)Cl 2,9-dichloro-7-(2,6-difluoro-4-nitrophenyl)-5-ethyl-5,7-dihydro-6H-benzo[d]pyrido[3,2-f][1,3]diazepin-6-one